6-(Azetidin-3-ylamino)pyridine-3-carbonitrile N1CC(C1)NC1=CC=C(C=N1)C#N